Cl.CN(C1CC2=C(C=C(S2)C)CC1)C N,N,2-trimethyl-4,5,6,7-tetrahydrobenzothiophen-6-amine hydrochloride salt